COC1=C(C=2C(=NSN2)C(=C1OC)C1=CSC=C1)C1=CSC=C1 5,6-dimethoxy-4,7-bis(thiophen-3-yl)-benzo[c]-1,2,5-thiadiazole